7-(2-((4-((1R,4R)-2-oxa-5-azabicyclo[2.2.1]heptan-5-yl)-2-cyclopropylphenyl)amino)-5-(trifluoromethyl)pyrimidin-4-yl)-4-(oxetan-3-yl)-3,4-dihydrothieno[2,3-f][1,4]thiazepin-5(2H)-one [C@H]12OC[C@H](N(C1)C1=CC(=C(C=C1)NC1=NC=C(C(=N1)C1=CC3=C(C(N(CCS3)C3COC3)=O)S1)C(F)(F)F)C1CC1)C2